C(C1=CC=CC=C1)NC(CC1=CC=C(C=C1)NC(C1=CC(=CC=C1)OC)=O)=O N-(4-(2-(benzylamino)-2-oxoethyl)phenyl)-3-methoxybenzamide